1-(2,2-diethoxyethoxy)-2-iodobenzene C(C)OC(COC1=C(C=CC=C1)I)OCC